FC1=C(C=C(C=C1)C=1CCCC2=C(C1C1=CC=C(C=C1)CC1CN(C1)CCCF)C=CC=C2)CC(F)(F)F 8-(4-Fluoro-3-(2,2,2-trifluoroethyl)phenyl)-9-(4-((1-(3-fluoropropyl)azetidin-3-yl)methyl)phenyl)-6,7-dihydro-5H-benzo[7]annulen